N1C=C(C=2C1=NC=CC2)C(=O)\N=C\2/SC=CN2C=2C=C(CNC(OC(C)(C)C)=O)C=CC2 (Z)-tert-butyl 3-(2-((1H-pyrrolo[2,3-b]pyridine-3-carbonyl)imino)thiazol-3(2H)-yl)benzylcarbamate